tert-butyl (2S,3S)-2-(3-(4-(3-(3,4-dichlorophenyl)propoxy)-3-(trifluoromethyl)phenyl)-1,2,4-oxadiazol-5-yl)-3-hydroxypyrrolidine-1-carboxylate ClC=1C=C(C=CC1Cl)CCCOC1=C(C=C(C=C1)C1=NOC(=N1)[C@H]1N(CC[C@@H]1O)C(=O)OC(C)(C)C)C(F)(F)F